oxononanoate O=C(C(=O)[O-])CCCCCCC